OC([C@H]1N(CCC1)C(=O)OC(C)(C)C)C1=NC=NN1C1OCCCC1 (2S)-tert-butyl 2-(hydroxy(1-(tetrahydro-2H-pyran-2-yl)-1H-1,2,4-triazol-5-yl)methyl)pyrrolidine-1-carboxylate